6-{[1,1'-biphenyl]-2-amido}pyridine-3-carboxylic acid C=1(C(=CC=CC1)C(=O)NC1=CC=C(C=N1)C(=O)O)C1=CC=CC=C1